(Z)-3-(3-chloro-2-fluorobenzylidene)-2-oxo-2,3-dihydro-1H-indole-6-carbonitrile ClC=1C(=C(\C=C\2/C(NC3=CC(=CC=C23)C#N)=O)C=CC1)F